F[C@H]1[C@H](C2=C(N(N=C2C(F)(F)F)C2C[C@H](C([C@H](C2)F)F)F)[C@H]1F)O (4S,5S,6R)-5,6-difluoro-1-[(3R,5S)-3,4,5-trifluorocyclohexyl]-3-(trifluoromethyl)-5,6-dihydro-4H-cyclopenta[c]pyrazol-4-ol